7-(4-((1S,2S)-6-hydroxy-2-phenyl-1,2,3,4-tetrahydronaphthalen-1-yl)-3-methoxyphenyl)-7-azaspiro[3.5]nonane-2-carbaldehyde OC=1C=C2CC[C@@H]([C@@H](C2=CC1)C1=C(C=C(C=C1)N1CCC2(CC(C2)C=O)CC1)OC)C1=CC=CC=C1